Cl.C(C)(C)C1=C(C(=CC=C1)C(C)C)OC(CCC(=O)NCCN1CCOCC1)=O N-(2-Morpholin-4-yl-ethyl)-succinamic acid 2,6-diisopropylphenyl ester Hydrochloride